ClC1=C2N=C(C=NC2=CC=C1OC=1C=CC2=C(N(C(=N2)C)COCC[Si](C)(C)C)C1)C=1C=NN(C1)C1CN(C1)S(=O)(=O)CC 2-[[6-[5-chloro-3-[1-(1-ethylsulfonylazetidin-3-yl)pyrazol-4-yl]quinoxalin-6-yl]oxy-2-methyl-benzimidazol-1-yl]methoxy]ethyl-trimethyl-silane